NC1=NC(=C(C(=N1)N[C@H](CCO)CCC)CC1=C(C=C(CN(CC(=O)OC(C)(C)C)CC(F)(F)F)C=C1)OC)C (S)-tert-butyl 2-((4-((2-amino-4-(1-hydroxyhexan-3-ylamino)-6-methylpyrimidin-5-yl)methyl)-3-methoxybenzyl) (2,2,2-trifluoroethyl)amino)acetate